CS(=O)(=O)C1=C(N)C=CC=C1 2-(Methylsulfonyl)aniline